(4-(3-methoxyoxetan-3-yl)phenyl)(2-(4-(trifluoromethyl)phenoxy)-7-azaspiro[3.5]nonan-7-yl)methanone COC1(COC1)C1=CC=C(C=C1)C(=O)N1CCC2(CC(C2)OC2=CC=C(C=C2)C(F)(F)F)CC1